[OH-].COCCCN1C=[N+](C=C1)CCCOC 1,3-bis(3-methoxypropyl)imidazolium hydroxide